CC(=C)C(=C)C 2,3-dimethyl-but-1,3-diene